C(C#C)NC1CCC2=CC=CC=C12 (+)-N-propargyl-1-aminoindan